1,18-dichloro-9-octadecene ClCCCCCCCCC=CCCCCCCCCCl